CC1=CC=C(C=C1)S(=O)(=O)OC=1N=C(N(C(C1C)=O)C1=C(C(=CC=C1)Cl)Cl)SC 1-(2,3-dichlorophenyl)-5-methyl-2-(methylsulfanyl)-6-oxopyrimidin-4-yl 4-methylbenzenesulfonate